ClC1=NC=C(C(=C1)C1=C(C=NC(=C1)C)C(=O)NC=1SC2=C(N1)CN(C2)C(=O)C2=NC(=CN=C2C)C(F)(F)F)OC 2'-Chloro-5'-methoxy-6-methyl-N-(5-(3-methyl-6-(trifluoromethyl)pyrazine-2-carbonyl)-5,6-dihydro-4H-pyrrolo[3,4-d]thiazol-2-yl)-[4,4'-bipyridine]-3-carboxamide